ClC=1C=CC=2N(C1)N=C(C2B(O)O)C2=NC(=CC=C2)C (6-chloro-2-(6-methylpyridin-2-yl)pyrazolo[1,5-a]pyridin-3-yl)boronic acid